(S)-1-(4-(3,4-dichloro-5-fluoro-1H-indole-2-carbonyl)-3-methylpiperazin-1-yl)ethan-1-one ClC1=C(NC2=CC=C(C(=C12)Cl)F)C(=O)N1[C@H](CN(CC1)C(C)=O)C